OC1=C(C=C(C=C1)CCC)C(=O)C1=CC=CC=C1 (2-hydroxy-5-propyl-phenyl)(phenyl)-methanone